[C-]1(C=CC=C1)C(=O)O.[C-]1(C=CC=C1)C(=O)O.[Fe+2] ferrocene-1,1'-dicarboxylic acid